[(diphenyltriazinyl)phenyl](terphenylyl)(phenyl)(terphenylyl)indolocarbazole tert-butyl-3-(4-chloro-6-(pyrazolo[1,5-a]pyridin-3-yl)pyridin-2-yl)piperidine-1-carboxylate C(C)(C)(C)OC(=O)N1CC(CCC1)C1=NC(=CC(=C1)Cl)C=1C=NN2C1C=CC=C2.C2(=CC=CC=C2)C2=C(C(=NN=N2)C2=C(C=CC=C2)C=2C(=C(C(=C1C2N=C2C=CC3=C4C=CC=CC4=NC3=C21)C2=C(C=CC=C2)C=2C(=CC=CC2)C2=CC=CC=C2)C2=CC=CC=C2)C2=C(C=CC=C2)C=2C(=CC=CC2)C2=CC=CC=C2)C2=CC=CC=C2